C(C)C1=CC(=C(C(=C1)OC)O)CN1CCCCC1 4-Ethyl-6-methoxy-2-(piperidinomethyl)phenol